C(C)OC1=CC(=CC=C1)C 4-ethoxy-2-methylbenzene